CC(C)(C)C1=CC(=C(C=C1)C2=C(C(=C(C3=C4C=CC=CC4=C32)C5=C(C=C(C=C5)C(C)(C)C)C(C)(C)C)C6=C(C=C(C=C6)C(C)(C)C)C(C)(C)C)C7=C(C=C(C=C7)C(C)(C)C)C(C)(C)C)C(C)(C)C.OPOPO tetrakis(2,4-di-tert-butylphenyl)biphenylene diphosphonite